N1CCC(CC1)COC=1N=C2N(CC1)C=CC=C2 (piperidin-4-ylmethoxy)-4H-pyrido[1,2-a]pyrimidin